C(C)(C)(C)OC(=O)N1C[C@@H](OC2=C(C1)N=C(C=C2)O)C(F)(F)F.NCCC[Si](OCCOCCOC)(OCCOCCOC)OCCOCCOC 3-aminopropyltri(methoxyethoxyethoxy)silane tert-Butyl-(2R)-7-hydroxy-2-(trifluoromethyl)-2,3-dihydropyrido[2,3-f][1,4]oxazepine-4(5H)-carboxylate